OC(CC(=O)O)CNCC1=CC=C(C=C1)C1=NN=C2N1C=CC(=C2)C=2C(=C(C=CC2)C2=CC=CC=C2)C 3-hydroxy-4-((4-(7-(2-methyl-[1,1'-biphenyl]-3-yl)-[1,2,4]triazolo[4,3-a]pyridin-3-yl)benzyl)amino)butanoic acid